C(#C)C1=CN=C2N1N=C(C=C2)NC(C)C2=C(C=CC(=C2)F)OC 3-ethynyl-N-(1-(5-fluoro-2-methoxyphenyl)ethyl)imidazo[1,2-b]pyridazin-6-ylamine